2-{4-[2-(trifluoromethyl)benzamido]Piperidinyl}benzothiazole-6-carboxylic acid ethyl ester C(C)OC(=O)C1=CC2=C(N=C(S2)N2CCC(CC2)NC(C2=C(C=CC=C2)C(F)(F)F)=O)C=C1